2-((1-(methyl-sulfonyl)piperidin-4-yl)oxy)nicotinonitrile CS(=O)(=O)N1CCC(CC1)OC1=C(C#N)C=CC=N1